6-bromo-5-fluoro-1-(oxetan-2-yl)indazole-3-carbonitrile BrC1=C(C=C2C(=NN(C2=C1)C1OCC1)C#N)F